CN(C1=CC=C(C=N1)C1=CC=C(C=C1)C=1SC2=C(N1)C=CC(=C2)N(C(OC(C)(C)C)=O)CCOCCOCCOCCOCCO)C tert-butyl N-[2-[4-[6-(dimethylamino)-pyridin-3-yl]phenyl]-1,3-benzothiazol-6-yl]-N-[2-[2-[2-[2-(2-hydroxyethyloxy)ethoxy]ethoxy]-ethoxy]ethyl]carbamate